C(=O)C=1C=C(C=CC1)N1C(N=C(C=C1)NC(=O)N1CCN(CC1)C(C(C)(C)NC(OC(C)(C)C)=O)=O)=O tert-butyl (1-(4-((1-(3-formylphenyl)-2-oxo-1,2-dihydropyrimidin-4-yl)carbamoyl)piperazin-1-yl)-2-methyl-1-oxopropan-2-yl)carbamate